1-(2-(2-methylphenoxy)ethyl)piperazine tert-butyl-2-{[4-(2-methoxy-2-oxoethyl)phenyl]amino}-5H,6H,7H,8H-pyrido[3,4-d]pyrimidine-7-carboxylate C(C)(C)(C)OC(=O)N1CC=2N=C(N=CC2CC1)NC1=CC=C(C=C1)CC(=O)OC.CC1=C(OCCN2CCNCC2)C=CC=C1